6'-Chloro-1'-(6-(1,1-difluoroethyl)pyridin-2-yl)-1',2'-dihydrospiro[piperidine-4,3'-pyrrolo[3,2-c]pyridine]-1-carboxylic acid tert-butyl ester C(C)(C)(C)OC(=O)N1CCC2(CN(C3=C2C=NC(=C3)Cl)C3=NC(=CC=C3)C(C)(F)F)CC1